FC=1C(=NC=NC1N(CC1=CC=C(C=C1)C(F)(F)F)C1CC(C1)F)NCC1C(CN(CC1)CC(=O)N)O 2-(4-(((5-fluoro-6-((3-fluorocyclobutyl)(4-(trifluoromethyl)benzyl)amino)pyrimidin-4-yl)amino)methyl)-3-hydroxypiperidin-1-yl)acetamide